3-[[4-[5-isobutyl-2-(2H-tetrazol-5-yl)-phenyl]piperazin-1-yl]methyl]imidazo[1,2-a]pyridine C(C(C)C)C=1C=CC(=C(C1)N1CCN(CC1)CC1=CN=C2N1C=CC=C2)C=2N=NNN2